perfluoroformate FC(=O)[O-]